O1C(CCCC1)COC1=CC=C2C(=CC(OC2=C1)=O)C1=C(C=CC=C1)C 7-((tetrahydro-2H-pyran-2-yl)methoxy)-4-(o-tolyl)-2H-chromen-2-one